C(C)OC=1C=C(C=CC1O)/C=C/C(=O)C1=CC=C(C=C1)SC (E)-3-(3-Ethoxy-4-hydroxyphenyl)-1-(4-methylsulfanylphenyl)prop-2-en-1-one